ClC=1N(N=C2C=CC(=CC12)C(=O)N(C)[C@H]1COCC=2NC(C=3C=C(C(=CC3C21)F)F)=O)C(F)F (R)-3-chloro-N-(8,9-difluoro-6-oxo-1,4,5,6-tetrahydro-2H-pyrano[3,4-c]isoquinolin-1-yl)-2-(difluoromethyl)-N-methyl-2H-indazole-5-carboxamide